1-(2-aminoethyl)-3-(4-(((2S*,4R*)-2-methyl-1-propionyl-1,2,3,4-tetrahydroquinolin-4-yl)amino)phenyl)urea hydrochloride Cl.NCCNC(=O)NC1=CC=C(C=C1)N[C@@H]1C[C@@H](N(C2=CC=CC=C12)C(CC)=O)C |o1:15,17|